NC1=NC(=C(C(=N1)N)OCCCOC1=CC=C(C(=O)O)C=C1)CC 4-[3-(2,4-diamino-6-ethylpyrimidin-5-yloxy)propoxy]benzoic acid